1-((3S,4R)-3-Fluoro-4-((5-(imidazo[1,2-a]pyrimidin-6-yl)-4-methoxypyrrolo[2,1-f][1,2,4]triazin-2-yl)amino)pyrrolidin-1-yl)ethan-1-one F[C@H]1CN(C[C@H]1NC1=NN2C(C(=N1)OC)=C(C=C2)C=2C=NC=1N(C2)C=CN1)C(C)=O